O=C1N(CCC(N1)=O)C1=NN(C2=C(C(=CC=C12)N1CCN(CC1)C1CCC(CC1)N1N=CC(=C1)C=1N=C(C=2N(C1)N=CC2C#N)C=2C=NC(=CC2)F)F)C 6-[1-[4-[4-[3-(2,4-dioxohexahydropyrimidin-1-yl)-7-fluoro-1-methyl-indazol-6-yl]piperazin-1-yl]cyclohexyl]pyrazol-4-yl]-4-(6-fluoro-3-pyridyl)pyrazolo[1,5-a]pyrazine-3-carbonitrile